BrC=1C=C(C=C2C(=NC=NC12)NC(C)C1=NC=CN=C1N1N=CC=N1)Cl 8-bromo-6-chloro-N-[1-[3-(triazol-2-yl)pyrazin-2-yl]ethyl]quinazolin-4-amine